CN(CCC[Al](CCCN(C)C)CCCN(C)C)C tris(3-(dimethylamino)propyl)aluminum